2-methoxy-2-methyl-1-(benzylideneamino-ethyl)-1-aza-2-silacyclopentane CO[Si]1(N(CCC1)CCN=CC1=CC=CC=C1)C